ClC=1C=CC(=C(C1)N1C(N([C@H](C1)C#N)C1=CN=CC2=CC=CC=C12)=O)C |r| Racemic-1-(5-chloro-2-methylphenyl)-3-(isoquinolin-4-yl)-2-oxoimidazolidine-4-carbonitrile